tert-butyl ((2S)-1,1-dicyclopropyl-3-((2-fluoro-5-(methoxymethyl)-4-(1-oxo-1-((2,2,2-trifluoroethyl)amino)propan-2-yl)phenyl)amino)-3-oxopropan-2-yl)carbamate C1(CC1)C([C@@H](C(=O)NC1=C(C=C(C(=C1)COC)C(C(NCC(F)(F)F)=O)C)F)NC(OC(C)(C)C)=O)C1CC1